7-[tert-butyl-(dimethyl)silyl]oxy-2-azaspiro[4.5]decan-3-one C(C)(C)(C)[Si](OC1CC2(CC(NC2)=O)CCC1)(C)C